cesium-lead formamidine C(=N)N.[Pb].[Cs]